N(=[N+]=[N-])CCCNC1=C2N=CN(C2=NC=N1)[C@@H]1O[C@@H]([C@H]([C@H]1O)O)CI (2R,3R,4S,5S)-2-(6-((3-azidopropyl)amino)-9H-purin-9-yl)-5-(iodomethyl)tetrahydrofuran-3,4-diol